BrC1=CC=C(C=C1)N1CC2CCC(C1)N2C(=O)OC(C)(C)C tert-butyl 3-(4-bromophenyl)-3,8-diazabicyclo[3.2.1]octane-8-carboxylate